Cl.C(C)(C)(C)C1=NC(=NO1)C(=O)NCC1=C(C=C(C=C1)C1=CC(=NC=C1)NC(=O)C1CC1)C 5-tert-butyl-N-[[4-[2-(cyclopropanecarbonyl-amino)-4-pyridyl]-2-methyl-phenyl]methyl]-1,2,4-oxadiazole-3-carboxamide hydrochloride